NC1=NC(=C2N=C(N(C2=N1)CC(=O)NC1=CC(=NN1CC)C)C1=CC=CC=C1)NC1=CC=C(C=C1)F 2-(2-amino-6-((4-fluorophenyl)amino)-8-phenyl-9H-purin-9-yl)-N-(1-ethyl-3-methyl-1H-pyrazol-5-yl)acetamide